methyl 3-(4-phenyl-1H-imidazol-2-yl)-1H-indazole-5-carboxylate C1(=CC=CC=C1)C=1N=C(NC1)C1=NNC2=CC=C(C=C12)C(=O)OC